3-(2,3-dihydroxypropylthio)-2-methyl-propylsulfonic acid sodium salt [Na+].OC(CSCC(CS(=O)(=O)[O-])C)CO